rac-N-((3r,4s)-4-fluorotetrahydrofuran-3-yl)-7-methoxy-2-(tetrahydro-2H-pyran-4-yl)imidazo[1,2-a]pyridine-6-carboxamide F[C@H]1[C@@H](COC1)NC(=O)C=1C(=CC=2N(C1)C=C(N2)C2CCOCC2)OC |r|